CC1(CNC1)C(C1=CC=C(C=C1)C1(CC1)C(F)(F)F)=O 3-Methyl-3-[4-(1-trifluoromethyl-cyclopropyl)-benzoyl]-azetidine